OCCN1CCN(CC1)C1=CC=C(C=N1)C1=NNC=2C1=NC(=C(C2)OC)C=2C(=C(C=CC2)CC#N)C 2-(3-(3-(6-(4-(2-Hydroxyethyl)piperazin-1-yl)pyridin-3-yl)-6-methoxy-1H-pyrazolo[4,3-b]pyridin-5-yl)-2-methylphenyl)acetonitrile